C1(=CC=CC=C1)N(CCO)CCO 2,2'-(phenylimino)diethanol